(E)-3-(3-([1,1'-biphenyl]-3-yl)acryloyl)oxazolidin-2-one-4,4,5,5-d4 C1(=CC(=CC=C1)/C=C/C(=O)N1C(OC(C1([2H])[2H])([2H])[2H])=O)C1=CC=CC=C1